FC1=CC2=C(C=3C=NNC13)CCCC(=C2C2=CC=C(C=C2)N2CCC(CC2)CN2CCN(CC2)C=2C=C1CN(C(C1=CC2)=O)[C@@H]2C(NC(CC2)=O)=O)C2=CC=CC=C2 (S)-3-(5-(4-((1-(4-(4-fluoro-7-phenyl-3,8,9,10-tetrahydrocyclohepta[e]indazol-6-yl)phenyl)piperidin-4-yl)methyl)piperazin-1-yl)-1-oxoisoindolin-2-yl)piperidine-2,6-dione